N1(N=CC=C1)CC(=O)O 2-(1H-pyrazol-1-yl)acetic acid